2-(4-chloro-3,5-dimethylphenyl)-3-[3-(1-methylindazol-5-yl)-2-oxoimidazol-1-yl]-6,7-dihydro-4H-pyrazolo[4,3-c]Pyridine-5-carboxylic acid tert-butyl ester C(C)(C)(C)OC(=O)N1CC=2C(CC1)=NN(C2N2C(N(C=C2)C=2C=C1C=NN(C1=CC2)C)=O)C2=CC(=C(C(=C2)C)Cl)C